europium tris(6,6,7,7,8,8,8-heptafluoro-2,2-dimethyloctane-3,5-dione) FC(C(CC(C(C)(C)C)=O)=O)(C(C(F)(F)F)(F)F)F.FC(C(CC(C(C)(C)C)=O)=O)(C(C(F)(F)F)(F)F)F.FC(C(CC(C(C)(C)C)=O)=O)(C(C(F)(F)F)(F)F)F.[Eu]